(S)-phenylalaninate N[C@@H](CC1=CC=CC=C1)C(=O)[O-]